(6-Amino-3-bromo-2-cyclobutoxypyridin-4-yl)(morpholino)methanone NC1=CC(=C(C(=N1)OC1CCC1)Br)C(=O)N1CCOCC1